ClC1=CNC2=NC=CC(=C21)OC2=C(C=C(C=C2F)NC=2NCC(CN2)(F)F)F N-{4-[(3-chloro-1H-pyrrolo[2,3-b]pyridin-4-yl)oxy]-3,5-difluorophenyl}-5,5-difluoro-1,4,5,6-tetrahydropyrimidin-2-amine